C1CCC2=CC(=CC=C12)C(C)=NNC=1SC=C(N1)C1=C(C=CC(=C1)OC)O 2-[2-(2-(1-(2,3-dihydro-1H-inden-5-yl)ethylidene)hydrazinyl)thiazole-4-yl]-4-methoxyphenol